COC1=C(C=CC(=C1)OC)CN(S(=O)(=O)C=1C=C(C=CC1OC)C(C(=O)[O-])(C)C)CC1=C(C=C(C=C1)OC)OC 2-[3-[bis[(2,4-dimethoxyphenyl)methyl]sulfamoyl]-4-methoxy-phenyl]-2-methyl-propanoate